((3R,5R)-3-Amino-5-fluoropiperidin-1-yl)(2-(1-(cyclopropylmethyl)-7-(1-(tetrahydrofuran-2-carbonyl)piperidin-4-yl)-1H-indol-2-yl)-4-methoxy-3-methylpyrazolo[1,5-a]pyridin-6-yl)methanone N[C@H]1CN(C[C@@H](C1)F)C(=O)C=1C=C(C=2N(C1)N=C(C2C)C=2N(C1=C(C=CC=C1C2)C2CCN(CC2)C(=O)C2OCCC2)CC2CC2)OC